CN(C)CCCCCCCCCCCCCCCCCCCCC N,N-dimethyl-3-octadecylpropylamine